OCCCCCCN1C(C=CC1=O)=O N-(6-hydroxyhexyl)maleimide